1'-((benzyloxy)carbonyl)-7-(hydroxymethyl)spiro[isochromane-1,4'-piperidine]-6-carboxylic acid C(C1=CC=CC=C1)OC(=O)N1CCC2(CC1)OCCC1=CC(=C(C=C12)CO)C(=O)O